ClC=1C(=C(C(=O)N2[C@H](CN(CC2)C(=O)OC(C)(C)C)CO)C=C(C1I)F)F tert-Butyl (3R)-4-(3-chloro-2,5-difluoro-4-iodo-benzoyl)-3-(hydroxymethyl)piperazine-1-carboxylate